(5-chlorobenzo[1,3]dioxol-4-yl)-7-(2-(4-methylpiperazin-1-yl)ethoxy)-5-((tetrahydro-2H-pyran-4-yl)oxy)quinazolin-4-amine ClC1=C(C2=C(OCO2)C=C1)C1=NC2=CC(=CC(=C2C(=N1)N)OC1CCOCC1)OCCN1CCN(CC1)C